(R)-N,N-dimethyl-3-hydroxy-3-(2-thienyl)propylamine CN(C)CC[C@H](C=1SC=CC1)O